C(C)(C)(C)OC(=O)N1C(CN(CC1)C1=C(C(=CC=C1OC)Cl)Cl)C(N)=O (E)-2-carbamoyl-4-(2,3-dichloro-6-methoxyphenyl)piperazine-1-carboxylic acid tert-butyl ester